C1(CCCCC1)C1=CC2=C(N=C(NC2=O)C)C=N1 6-cyclohexyl-2-methylpyrido[3,4-d]Pyrimidin-4(3H)-one